CN1C=NC(=C1C1=CC=CC=C1)C=1C=C2CN(C(C2=CC1)=O)C1C(NC(CC1)=O)=O 3-(5-(1-Methyl-5-phenyl-1H-imidazol-4-yl)-1-oxoisoindolin-2-yl)piperidine-2,6-dione